N-(4-(4-Cyanophenyl)thiazol-2-yl)-2-((4-oxo-3-phenethyl-3,4-dihydropteridin-2-yl)thio)acetamide C(#N)C1=CC=C(C=C1)C=1N=C(SC1)NC(CSC1=NC2=NC=CN=C2C(N1CCC1=CC=CC=C1)=O)=O